N-{4-fluoro-3-[5-(pyrrolidin-1-yl)-2H-pyrazolo[3,4-b]pyridin-2-yl]phenyl}azetidine-1-carboxamide FC1=C(C=C(C=C1)NC(=O)N1CCC1)N1N=C2N=CC(=CC2=C1)N1CCCC1